CC(C)=CCC\C(\C)=C\CC\C(\C)=C\C=C\C(\C)=C\C=C\C=C(/C)\C=C\C=C(/C)\CC\C=C(/C)\CCC=C(C)C ζ-carotene